ClOCl Chlorooxide